N-(tert-butyl)ethane-1,2-diamine C(C)(C)(C)NCCN